2-((tert-butyldimethylsilyl)oxy)ethyl-3-oxopiperazine-1-carboxylate [Si](C)(C)(C(C)(C)C)OCCOC(=O)N1CC(NCC1)=O